FC1=C(C=CC(=C1C)OC1=CC2=C(N(C=N2)C)C=C1)NC=1C2=C(N=CN1)C=CC(=N2)N2[C@@H]1CCN([C@H](C2)C1)C(C=C)=O 1-((1S,5R)-6-(4-((2-fluoro-3-methyl-4-((1-methyl-1H-benzo[d]imidazol-5-yl)oxy)phenyl)amino)pyrido[3,2-d]pyrimidin-6-yl)-2,6-diazabicyclo[3.2.1]octan-2-yl)prop-2-en-1-one